chloro-N-(2,3-dihydroxypropyl)-N-methylacetamide ClCC(=O)N(C)CC(CO)O